sodium 2-(tert-butyl)-2-cyclohexylmalonate C(C)(C)(C)C(C(=O)[O-])(C(=O)[O-])C1CCCCC1.[Na+].[Na+]